C(C)(C)(C)OC(=O)N1CC2=C(CC1)C(=NO2)OCC2=NC=C(C=C2)C=2OC(=NN2)C(F)F 3-((5-(5-(difluoromethyl)-1,3,4-oxadiazol-2-yl)pyridin-2-yl)methoxy)-4,7-dihydroisoxazolo[5,4-c]pyridine-6(5H)-carboxylic acid tert-butyl ester